(2S,5R)-5-([1,1'-biphenyl]-2-yl)-1-(3-methoxybenzoyl)pyrrolidine-2-carboxylic acid C1(=C(C=CC=C1)[C@H]1CC[C@H](N1C(C1=CC(=CC=C1)OC)=O)C(=O)O)C1=CC=CC=C1